CC=1NC2=CC=CC=C2C1CCNC=1C2=C(N=C(N1)C=1C(NC=CC1)=O)SC=N2 3-(7-((2-(2-methyl-1H-indol-3-yl)ethyl)amino)thiazolo[5,4-d]pyrimidin-5-yl)pyridin-2(1H)-one